COCCCN1C(C1)C(=O)[O-] 1-(3-methoxypropyl)aziridine-2-carboxylate